O.O.[Na].[Na].C([C@H](O)[C@@H](O)C(=O)O)(=O)O L(+)-tartaric acid disodium dihydrate